CC1=C(C=C(C(=O)N)C=C1)S(=O)(=O)C 4-methyl-l-3-(methylsulfonyl)benzamide